[N+](=O)([O-])C1=C(N)C(=CC(=C1)B1OC(C(O1)(C)C)(C)C)C(F)(F)F 2-Nitro-4-(4,4,5,5-tetramethyl-1,3,2-dioxaborolan-2-yl)-6-(trifluoromethyl)aniline